2-(Benzo[d][1,3]dioxolan-5-yl)ethane-1-ol O1COC2=C1C=CC(=C2)CCO